3-(3-(4-chloro-3-(trifluoromethyl)phenyl)ureido)-2,3,4,9-tetrahydro-1H-carbazole-5,7-dicarboxylic acid ClC1=C(C=C(C=C1)NC(NC1CCC=2NC=3C=C(C=C(C3C2C1)C(=O)O)C(=O)O)=O)C(F)(F)F